FC(C=1C=C(CC2=NC=CC(=C2)N2N=CC=3C(NCCC32)=O)C=C(C1)C(F)(F)F)(F)F 1-(2-(3,5-bis(trifluoromethyl)benzyl)pyridin-4-yl)-1,5,6,7-tetrahydro-4H-pyrazolo[4,3-c]pyridin-4-one